FC1=CC=C(C=C1)C=1N=CN(C1C1=CC(=NC=C1)NC(C1=CC=CC=C1)=O)CC(=O)N1CCOCC1 N-{4-[4-(4-fluorophenyl)-1-[2-(morpholin-4-yl)-2-oxoethyl]-1H-imidazol-5-yl]pyridin-2-yl}benzamide